COC1=CC(=C(C=C1)C1CCN(CC1)C1=CC=C(C=C1)C1(CC1)C(=O)OCC)NC(=O)O[C@H](C)C1=CC=CC=C1 ethyl 1-[4-[4-[4-methoxy-2-[[(1R)-1-phenylethoxy] carbonylamino]phenyl]-1-piperidyl]phenyl]cyclopropanecarboxylate